NC1=C(C=CC=C1OC)C=1OC2=CC=CC=C2C(C1)=O 2-(2-amino-3-methoxyphenyl)-4H-chromen-4-one